Ethyl (trans)-2-[2-(4-iodophenyl) ethyl]cyclopropanecarboxylate IC1=CC=C(C=C1)CC[C@H]1[C@@H](C1)C(=O)OCC